ClC1=CC(=NC2=C(C=CC=C12)Cl)N(C1=CC=C(C=C1)OC(F)(F)F)CCN1CCOCC1 4,8-dichloro-N-(2-morpholinoethyl)-N-(4-(trifluoromethoxy)phenyl)quinolin-2-amine